4-chloro-6-fluoropicolinic acid ClC1=CC(=NC(=C1)F)C(=O)O